ethyl 2,3-dichloro-4-nitrobenzoate ClC1=C(C(=O)OCC)C=CC(=C1Cl)[N+](=O)[O-]